CC1(OC[C@H](O1)C1=NC=C(C(=C1)NC([O-])=O)F)C |r| rac-N-[2-(2,2-dimethyl-1,3-dioxolan-4-yl)-5-fluoro-4-pyridyl]carbamate